(R)-N-methyl-N-(pyrrolidin-3-yl)quinolin-7-amine hydrochloride Cl.CN(C1=CC=C2C=CC=NC2=C1)[C@H]1CNCC1